(1R,4R)-2-oxa-5-azabicyclo[2.2.1]heptane hydrogen chloride Cl.[C@H]12OC[C@H](NC1)C2